methyl 3-((tert-butoxycarbonyl)amino)-2-fluorobenzoate C(C)(C)(C)OC(=O)NC=1C(=C(C(=O)OC)C=CC1)F